(Z)-ethyl (3-(pyridin-3-yl)thiazol-2(3H)-ylidene)carbamate N1=CC(=CC=C1)N1/C(/SC=C1)=N/C(OCC)=O